[Cu].ClC=1N=CSC1CCC(=O)N 3-(4-Chlorothiazol-5-yl)propionamide copper